Cl.NC(C(=O)N1CCN(CC1)C(=O)NC1=NC(N(C=C1)C1=CC=C(C=C1)CCCN1CC2(CC2C1)CN)=O)(C)C 4-(2-Amino-2-methylpropanoyl)-N-(1-(4-(3-(1-(aminomethyl)-3-azabicyclo[3.1.0]hexan-3-yl)propyl)phenyl)-2-oxo-1,2-dihydropyrimidin-4-yl)piperazine-1-carboxamide Hydrochloride Salt